methyl 4-oxo-4,5-dihydropyrazolo[1,5-a]quinoxaline-7-carboxylate O=C1C=2N(C3=CC=C(C=C3N1)C(=O)OC)N=CC2